ClC1=C(C=C(C=C1)C1=C(C=CC=C1)C=1C(=NC(=CC1)C)C)C=1C=NC(=CC1)C1=CC=CC=C1 3-(4'-chloro-3'-(6-phenylpyridin-3-yl)-[1,1'-biphenyl]-2-yl)-2,6-dimethylpyridine